(7R)-N-{3-[2-(4-chloro-3-fluorophenoxy)acetamido]bicyclo[1.1.1]pent-1-yl}-2,2-difluoro-7-methyl-6,7-dihydro-2H-furo[2,3-f][1,3]benzodioxole-7-carboxamide ClC1=C(C=C(OCC(=O)NC23CC(C2)(C3)NC(=O)[C@]3(COC2=CC4=C(OC(O4)(F)F)C=C23)C)C=C1)F